Cl.Cl.S1C(=NC=C1)C1CCNCC1 4-(1,3-thiazol-2-yl)piperidine dihydrochloride